tert-butyl (2S,4S)-2-{[(4-bromopyridin-3-yl)oxy]methyl}-4-methylpyrrolidine-1-carboxylate BrC1=C(C=NC=C1)OC[C@H]1N(C[C@H](C1)C)C(=O)OC(C)(C)C